lithium 3-((5-fluoropyridin-2-yl)amino)-1-(2,2,2-trifluoroethyl)-1H-pyrazolo[4,3-c]pyridine-6-carboxylate FC=1C=CC(=NC1)NC1=NN(C2=C1C=NC(=C2)C(=O)[O-])CC(F)(F)F.[Li+]